FC(CNCC1=NN2C(C(N1C)=O)=CC=C2)(C)C 2-(((2-fluoro-2-methylpropyl)amino)methyl)-3-methylpyrrolo[2,1-f][1,2,4]triazin-4(3H)-one